N',N''-dicaffeoylspermidine C(\C=C\C1=CC(O)=C(O)C=C1)(=O)N(CCCCN)CCCNC(\C=C\C1=CC(O)=C(O)C=C1)=O